1-(3-(4-(Azetidin-3-yl)-1-(4-(trifluoromethoxy)phenyl)-1H-pyrazolo[3,4-b]pyridin-3-yl)azetidin-1-yl)-2-fluoroprop-2-en-1-one N1CC(C1)C1=C2C(=NC=C1)N(N=C2C2CN(C2)C(C(=C)F)=O)C2=CC=C(C=C2)OC(F)(F)F